(S)-3-((7-cyano-5-((1-methylcyclopropyl)amino)-2,6-naphthyridin-3-yl)amino)piperidine-1-carboxylic acid tert-butyl ester C(C)(C)(C)OC(=O)N1C[C@H](CCC1)NC=1N=CC2=CC(=NC(=C2C1)NC1(CC1)C)C#N